4-N-Boc-2-methylpiperazine C(=O)(OC(C)(C)C)N1CC(NCC1)C